C1(CC1)CN1CCN(CC1)C=1C(=C2C(=CN1)NC(=C2C(C)C)C=2C=C(C=1N(C2)N=CN1)OC)F 6-(5-(4-(cyclopropylmethyl)piperazin-1-yl)-4-fluoro-3-isopropyl-1H-pyrrolo[2,3-c]pyridin-2-yl)-8-methoxy-[1,2,4]triazolo[1,5-a]pyridine